ClC=1C=C(C(=NC1)C)NCC=1SC(=CN1)C(=O)N[C@H](C(NC1=NC=CC=C1)=O)CC1CCCCC1 2-[[(5-chloro-2-methyl-3-pyridyl)amino]methyl]-N-[(1S)-1-(cyclohexylmethyl)-2-oxo-2-(2-pyridylamino)ethyl]thiazole-5-carboxamide